O1CCC(CC1)C1=C(C=CC=C1)C=1N=NNN1 4-(tetrahydro-2H-pyran-4-yl)-3-(2H-tetrazol-5-yl)benzene